C(C)(C)(C)OC(=O)N(C=1C=C(C=NC1)N1C[C@H](CCC1)C(=O)O)C (3S)-1-[5-[Tert-butoxycarbonyl-(methyl)amino]-3-pyridyl]piperidine-3-carboxylic acid